CC(C(O)(O)C)CCCCCC dimethyl-octanediol